FC1=CC=C(C=C1)C(C1CCN(CC1)C(=O)OC(C)(C)C)(C1=CC=CC=C1)O tert-Butyl 4-[(4-fluorophenyl)-hydroxy-phenyl-methyl]piperidine-1-carboxylate